C(C)(C)(C)OC(=O)N1CC(CC1)(C1=CC=CC=C1)N1N=CC(=C1)Br 3-(4-bromopyrazol-1-yl)-3-phenyl-pyrrolidine-1-carboxylic acid tert-butyl ester